tert-butyl [3-({1-[6-(trifluoromethyl)pyridin-3-yl]-1H-pyrazole-4-carbonyl}amino)bicyclo[1.1.1]pentan-1-yl]carbamate FC(C1=CC=C(C=N1)N1N=CC(=C1)C(=O)NC12CC(C1)(C2)NC(OC(C)(C)C)=O)(F)F